C(C=C)(=O)N1C[C@H](N(C[C@@H]1COC)S(=O)(=O)C)C1=CC(=NC(=C1)Cl)C1=CC(=NC=N1)C(=O)NC 6-(4-((2R,5R)-4-acryloyl-5-(methoxymethyl)-1-(methylsulfonyl)piperazin-2-yl)-6-chloropyridin-2-yl)-N-methylpyrimidine-4-carboxamide